FC(C(/C=C/[C@H]1CC[C@H]2[C@@H]1CCC1=C(O2)C(=C(C=C1)C(=O)O)F)O)(C1=CC=C(C=C1)F)F (1R,3aS,10aR)-1-[(1E,3ξ)-4,4-difluoro-4-(4-fluorophenyl)-3-hydroxy-1-buten-1-yl]-5-fluoro-2,3,3a,9,10,10a-hexahydro-1H-benzo[b]cyclopenta[f]oxepin-6-carboxylic acid